1-(2,6-bis(benzyloxy)pyridin-3-yl)-4-bromo-1H-pyrrolo[2,3-b]pyridin-5-yl sulfurofluoridate S(OC=1C(=C2C(=NC1)N(C=C2)C=2C(=NC(=CC2)OCC2=CC=CC=C2)OCC2=CC=CC=C2)Br)(=O)(=O)F